tert-Butyl 3-(8-((3-chloro-5-(trifluoromethyl)phenyl)amino)-2-(cyclobutylamino)-9H-purin-9-yl)pyrrolidine-1-carboxylate ClC=1C=C(C=C(C1)C(F)(F)F)NC=1N(C2=NC(=NC=C2N1)NC1CCC1)C1CN(CC1)C(=O)OC(C)(C)C